[N+](=O)(OCCCCCCCCCC1=CC(=C2[C@H]3[C@H](C(OC2=C1)(C)C)CCC(=C3)C)O)[O-] 9-[(6Ar,10aR)-1-hydroxy-6,6,9-trimethyl-6a,7,8,10a-tetrahydrobenzo[c]chromen-3-yl]nonyl nitrate